4-(4-(3-methylbenzenesulfonyl)-3,4-dihydro-2H-pyrido[4,3-b][1,4]oxazin-8-yl)benzonitrile CC=1C=C(C=CC1)S(=O)(=O)N1C2=C(OCC1)C(=CN=C2)C2=CC=C(C#N)C=C2